COC(C=C1CCSCC1)=O 2-(tetrahydro-4H-thiopyran-4-ylidene)acetic acid methyl ester